aminobenzenepropionitrile-2-13C N[13C]1=C(C=CC=C1)CCC#N